N-(4-(2-ethyl-6-methylphenoxy)-3-(2-(4-(2-hydroxyethoxy)-3,5-dimethylphenyl)-5-Methyl-4-oxo-4,5-dihydrofuro[3,2-c]pyridin-7-yl)phenyl)ethylsulfonamide C(C)C1=C(OC2=C(C=C(C=C2)CCNS(=O)=O)C=2C3=C(C(N(C2)C)=O)C=C(O3)C3=CC(=C(C(=C3)C)OCCO)C)C(=CC=C1)C